L-phenylalanyl-glycyl-glycine N[C@@H](CC1=CC=CC=C1)C(=O)NCC(=O)NCC(=O)O